C(#N)C=1C=NN2C1C(=CC(=C2)C=2C=NN(C2)C)OCC2=CC=C(C(=N2)NC(C=C)=O)F N-(6-(((3-cyano-6-(1-methyl-1H-pyrazol-4-yl)pyrazolo[1,5-a]pyridin-4-yl)oxy)methyl)-3-fluoropyridin-2-yl)acrylamide